C1CC12CCN(CC2)CCOC(C(F)(F)F)C2=CC=C(C=N2)C2=CC=1C3=C(N=NC1C=C2)N(C(N3C3CCOCC3)=O)C 8-(6-(1-(2-(6-azaspiro[2.5]octan-6-yl)ethoxy)-2,2,2-trifluoroethyl)pyridin-3-yl)-3-methyl-1-(tetrahydro-2H-pyran-4-yl)-1,3-dihydro-2H-imidazo[4,5-c]cinnolin-2-one